C(C)C1=C(C=C(C=C1OCCCCCCCC)CC)O 2,5-Diethyl-3-octoxyphenol